FC(C(=O)O)(F)F.ClC1=NN(C=C1NC1=NC=C2C(=N1)N(C(N(C2)C2=CC=CC=C2)=O)C=2C=C(C=CC2)NC(C=C)=O)C2CCC(CC2)O N-(3-(7-((3-chloro-1-(4-hydroxycyclohexyl)-1H-pyrazol-4-yl)amino)-2-oxo-3-phenyl-3,4-dihydropyrimido[4,5-d]pyrimidin-1(2H)-yl)phenyl)acrylamide trifluoroacetate salt